S-(2-(pyridin-4-yl) ethyl-2-d) ethanethioate C(C)(SCC([2H])C1=CC=NC=C1)=O